C(C)C1(OCC=2C=NC(=CC21)C(=O)OC)C methyl 1-ethyl-1-methyl-1,3-dihydrofuro[3,4-c]pyridine-6-carboxylate